tert-butyl 4-[4-(4-{1-[(tert-butoxy)carbonyl]-1,2,3,6-tetrahydropyridin-4-yl}-1-methyl-1H-pyrrole-2-amido)-2-fluorophenyl]-1,2,3,6-tetrahydropyridine-1-carboxylate C(C)(C)(C)OC(=O)N1CCC(=CC1)C=1C=C(N(C1)C)C(=O)NC1=CC(=C(C=C1)C=1CCN(CC1)C(=O)OC(C)(C)C)F